C(C)(C)(C)OC(C)(C)C di-Tertiary Butyl Ether